4-methyl-5-nitrophthalic acid CC=1C=C(C(C(=O)O)=CC1[N+](=O)[O-])C(=O)O